methyl 3-(4-methoxybenzyl)-2-oxooxazolidine-4-carboxylate COC1=CC=C(CN2C(OCC2C(=O)OC)=O)C=C1